CN(C1=CC2=C(C=C(O2)C(=O)NS(=O)(=O)C=2C=CC=C3C=CC(=NC23)C)C=C1F)C 6-(Dimethylamino)-5-fluoro-N-((2-methylquinolin-8-yl)sulfonyl)benzofuran-2-carboxamide